Phenyl-[4-(3-phenyl-propyl)-1-piperidyl]-methanone C1(=CC=CC=C1)C(=O)N1CCC(CC1)CCCC1=CC=CC=C1